BrC1=CC(=CC2=C1SC(=C2)C(N)=S)OC2CC2 7-Bromo-5-cyclopropoxybenzo[b]thiophene-2-thiocarboxamide